C1(CC1)OC=1C(=NC=CC1C=O)C(=O)NC 3-CYCLOPROPOXY-4-FORMYL-N-METHYLPICOLINAMIDE